D-(-)-pantothenic acid C(CCNC([C@@H](O)C(C)(C)CO)=O)(=O)O